octyldodecyl stearoyl stearate CCCCCCCCCCCCCCCCCC(=O)OC(CCCCCC)CCCCCCCCCCC(=O)OCC(CCCCCCCC)CCCCCCCCCC